(2R)-2-{5-methyl-2-[trans-4-(trifluoromethyl)cyclohexyl]pyrazolo[1,5-a]pyrimidin-7-yl}morpholine CC1=NC=2N(C(=C1)[C@H]1CNCCO1)N=C(C2)[C@@H]2CC[C@H](CC2)C(F)(F)F